2-(4-methylphenyl)-12-[(4-methylphenyl)dioxy-λ6-thio]-12-azatricyclo[4.4.4.03,9]tetradec-1(2),4,7-triene-10,14-dione CC1=CC=C(C=C1)C1=C2C(C3C=CC(C=CC13)C(CN(C2)[SH4]OOC2=CC=C(C=C2)C)=O)=O